tert-butyldibenzoylsilane C(C)(C)(C)[SiH](C(C1=CC=CC=C1)=O)C(C1=CC=CC=C1)=O